Cl[Al-](Cl)(Cl)Cl.C(CCC)N1C=[N+](C=C1)C 1-Butyl-3-methylimidazolium tetrachloroaluminate